7-oxacholesterol CC(C)CCC[C@@H](C)[C@H]1CC[C@H]2[C@@H]3OC=C4C[C@@H](O)CC[C@]4(C)[C@H]3CC[C@]12C